BrC=1C=NC=CC1C(=O)NC1=CC=C(C=C1)C(NC)=O 3-bromo-N-[4-(methylcarbamoyl)phenyl]pyridine-4-carboxamide